9a-(3-(Benzyloxy)propyl)-2-bromo-7,8,9,9a-tetrahydrothieno[2,3-a]indolizin-4(6H)-one C(C1=CC=CC=C1)OCCCC12CCCCN2C(C2=C1SC(=C2)Br)=O